CC1=CC(OC2=C3C(=CC=C12)OC(=C3C3=CC=CC=C3)C(C(=O)O)(CCCCCCCCCC)CC3=CC=CC=C3)=O (4-methyl-2-oxo-9-phenyl-2H-furo[2,3-h]chromen-8-yl)(phenyl)methyllauric acid